bis(2,4-difluorophenyl)bis(cyclopentadienyl)titanium FC1=C(C=CC(=C1)F)[Ti](C1C=CC=C1)(C1C=CC=C1)C1=C(C=C(C=C1)F)F